FC1=C(C=CC(=C1)F)N1CC2=CC=CC=C2C(=N1)C=1C=NC=CC1 2-(2,4-difluorophenyl)-4-(pyridin-3-yl)phthalazin